FC1=C(C=C(C=C1)NC(=O)C=1C=C(N2CCCCC12)C(C(=O)NC(CO)(C)C)=O)C N-(4-fluoro-3-methylphenyl)-3-(2-((1-hydroxy-2-methylpropan-2-yl)amino)-2-oxoacetyl)-5,6,7,8-tetrahydroindolizine-1-carboxamide